FC=1C=C(C=CC1C)N(C(=O)OCC1CCC(CC1)COCC(=O)O)C1=CC(=CC=C1)F 2-(((1r,4r)-4-(((3-fluoro-4-methylphenyl)(3-fluorophenyl)carbamoyloxy)methyl)cyclohexyl)methoxy)acetic acid